(S)-N-(6-{2-Amino-2-[2-(benzo[d]isoxazol-3-yl)phenyl]ethyl}pyridine-2-yl)methanesulfonamide hydrochloride Cl.N[C@@H](CC1=CC=CC(=N1)NS(=O)(=O)C)C1=C(C=CC=C1)C1=NOC2=C1C=CC=C2